FC1=CC=C(C=C1)C=1N=C(N(C1C1=CC=NC=C1)CC(=O)N1CCN(CC1)C(=O)OC(C)(C)C)C tert-butyl 4-{2-[4-(4-fluorophenyl)-2-methyl-5-(pyridin-4-yl)-1H-imidazol-1-yl]acetyl}piperazine-1-carboxylate